O1COCC2=C1C=CC(=C2)C(N2CCN(CC2)C(=O)N2C=NC=C2)C2=CC1=C(OCOC1)C=C2 (4-(bis(4H-benzo[d][1,3]dioxin-6-yl)methyl)piperazin-1-yl)(1H-imidazol-1-yl)methanone